FC=1C(=NC(=NC1)OCC1=CC=C(C=C1)F)N 5-fluoro-2-[(4-fluoro-benzyl)oxy]pyrimidin-4-amine